Triphenylphosphine bromide hydrobromide Br.[Br-].C1(=CC=CC=C1)P(C1=CC=CC=C1)C1=CC=CC=C1